N1C=NC2=C1C=C(C=C2)O 1H-benzo[d]imidazol-6-ol